C(N)(=O)C1=C(C=C(S1)C=1CC(N(CC1)C(=O)OC(C)(C)C)C)F tert-butyl 4-(5-carbamoyl-4-fluorothiophen-2-yl)-2-methyl-3,6-dihydro-2H-pyridine-1-carboxylate